N-(6-(4-(4-methylpiperazin-1-yl)phenyl)quinolin-4-yl)benzo[d]thiazol-5-amine CN1CCN(CC1)C1=CC=C(C=C1)C=1C=C2C(=CC=NC2=CC1)NC=1C=CC2=C(N=CS2)C1